7-(piperidin-1-yl)-2,3-dihydrobenzofuran-5-amine N1(CCCCC1)C1=CC(=CC=2CCOC21)N